C(C)(=O)OC[C@@H](OC)[C@@H](OC)[C@H](OC)[C@H](OC(C)=O)COC(C)=O 1,5,6-tri-O-acetyl-2,3,4-tri-O-methyl-D-mannitol